C(CC(=O)OC(C1=C(C=CC=C1)O)(OC)OC)(=O)OC(CCCCC)(CC)CC bisethylhexyl hydroxydimethoxybenzyl malonate